C(#N)C=1C(=NC(=NC1C1=CC2=CC=CC=C2C=C1)S(=O)(=O)C)N1C[C@H]2CC[C@@H](C1)N2C(=O)OC(C)(C)C tert-butyl (1r,5s)-3-(5-cyano-2-(methylsulfonyl)-6-(naphthalen-2-yl) pyrimidin-4-yl)-3,8-diazabicyclo[3.2.1]octane-8-carboxylate